C(#N)C1=NC=C(C(=O)NC=2SC(=NN2)COC2=NC=C(C=C2)C#N)C(=C1)C1=C(C=CC(=C1)F)OC 6-Cyano-N-(5-(((5-cyanopyridin-2-yl)oxy)methyl)-1,3,4-thiadiazol-2-yl)-4-(5-fluoro-2-methoxyphenyl)nicotinamide